O(S(=O)(=O)C(F)(F)F)C1=CC=C2C=CCC2=C1 inden-6-yl triflate